O.FC(C1=C(C=NC=C1)B(O)O)(F)F 4-(TRIFLUOROMETHYL)PYRIDINE-3-BORONIC ACID HYDRATE